BrC1=CC=C2C(=N1)N(C=C2C(C(F)F)=O)CC(C)(C)C 1-(6-bromo-1-neopentyl-1H-pyrrolo[2,3-b]pyridin-3-yl)-2,2-difluoroethan-1-one